N[C@@H]1[C@H](CCCC1)C1=C(C2=NC(=CC(=C2S1)NCC1=CC=NC=C1)Cl)Br 2-((1S,2S)-2-aminocyclohexyl)-3-bromo-5-chloro-N-(pyridin-4-ylmethyl)thieno[3,2-b]pyridin-7-amine